5-benzyloxy-2,3-dihydro-1H-pyrido[2,1-f][1,2,4]triazine-4,6-dione C(C1=CC=CC=C1)OC=1C(C=CN2NCNC(C21)=O)=O